hydroxyethyl thioether bis(2-mercaptoacetate) SCC(=O)O.SCC(=O)O.OCCSCCO